Cl.CNCC(=O)OC Methyl 2-(methylamino)acetate hydrochloride